(2R,4S)-2-(1-cyclopropylpyrazol-4-yl)tetrahydropyran-4-carbonyl chloride C1(CC1)N1N=CC(=C1)[C@@H]1OCC[C@@H](C1)C(=O)Cl